C(C)S(=O)(=N)C=1C=C(C=NC1C1=NC2=C(N=NC(=C2)C(F)(F)F)N1C)C1(CC1)C#N 1-[5-(ethylsulfonimidoyl)-6-[7-methyl-3-(trifluoromethyl)imidazo[4,5-c]pyridazin-6-yl]-3-pyridyl]cyclopropanecarbonitrile